6-Amino-N-(3-((3-((1S,4R,Z)-9-amino-4-((4-hydroxybenzyl)carbamoyl)-1-(isoindolin-2-yl)-2,11,16-trioxo-3,8,10,12,15-pentaazaoctadec-9-en-1-yl)phenyl)amino)propyl)hexanamide NCCCCCC(=O)NCCCNC1=CC(=CC=C1)[C@@H](C(N[C@H](CCCN\C(=N/C(NCCNC(CC)=O)=O)\N)C(NCC1=CC=C(C=C1)O)=O)=O)N1CC2=CC=CC=C2C1